(2R,6R)-4-{(1R)-1-[3-fluoro-6-(trifluoromethyl)pyridin-2-yl]-3-methoxypropyl}-6-methyl-1-(2-methylpropanoyl)-N-{[4-(pyrimidin-2-yl)phenyl]methyl}piperazine-2-carboxamide FC=1C(=NC(=CC1)C(F)(F)F)[C@@H](CCOC)N1C[C@@H](N([C@@H](C1)C)C(C(C)C)=O)C(=O)NCC1=CC=C(C=C1)C1=NC=CC=N1